N-(3-nitro-4-[[(oxan-4-yl)methyl]amino]benzenesulfonyl)benzamide [N+](=O)([O-])C=1C=C(C=CC1NCC1CCOCC1)S(=O)(=O)NC(C1=CC=CC=C1)=O